C1(C#CCCCCC1)O cycloocta-2-ynol